1-cyclobutyl-N-((7-fluoro-5-(2-methoxypyridin-4-yl)-2,3-dihydro-1H-inden-4-yl)carbamoyl)-1H-pyrazole-3-sulfonamide sodium salt [Na].C1(CCC1)N1N=C(C=C1)S(=O)(=O)NC(NC1=C2CCCC2=C(C=C1C1=CC(=NC=C1)OC)F)=O